BrC1=C2C(=C(C(=C(C2=C(C2=C(C(=C(C(=C12)[2H])[2H])[2H])[2H])C=1C=CC2=C(C3=C(O2)C=CC=2C=CC=CC23)C1)[2H])[2H])[2H])[2H] 10-(10-bromoanthracene-9-yl-1,2,3,4,5,6,7,8-d8)naphtho[2,1-b]benzofuran